[5-(1-[(2E)-2-(aminomethyl)-3-fluoroprop-2-en-1-yl]-5-oxo-1,5-dihydro-4H-1,2,4-triazol-4-ylmethyl)thiophen-2-yl]-1-methyl-3,4-dihydro-quinolin-2(1H)-one hydrochloride Cl.NC/C(/CN1N=CN(C1=O)CC1=CC=C(S1)C1C(N(C2=CC=CC=C2C1)C)=O)=C\F